ClC(=O)[C@H](CC=C)N(C(OCC1C2=CC=CC=C2C=2C=CC=CC12)=O)C 9H-fluoren-9-ylmethyl N-[(1S)-1-chlorocarbonylbut-3-enyl]-N-methyl-carbamate